[Na+].CNCCOCCOCCOCCOCCC(=O)[O-] 3-(2-{2-[2-(2-methylamino-ethoxy)-ethoxy]-ethoxy}-ethoxy)-propionic acid sodium salt